ClC1=C(C(=O)NCC(N2CCNCC2)=O)C=CC(=C1)NC=1C=2N(C=CN1)C(=CN2)C=2C(=NN(C2)CC#N)C(F)(F)F 2-chloro-4-[[3-[1-(cyanomethyl)-3-(trifluoromethyl)pyrazol-4-yl]imidazo[1,2-a]pyrazin-8-yl]amino]-N-(2-oxo-2-piperazin-1-yl-ethyl)benzamide